C(C)(C)(C)OC(=O)N1CC(CC1)C(N(C)[C@H](C(F)(F)F)C1=CC=C(C=C1)Br)=O.C(CC(C)C)C(COC)CC(COC)CCC(C)C 2,4-diisoamyl-1,5-dimethoxypentane Tert-butyl-3-{[(1S)-1-(4-bromophenyl)-2,2,2-trifluoroethyl](methyl)carbamoyl}pyrrolidine-1-carboxylate